C(C#C)N(C[C@@H]([C@@H](O)[C@@H]1OC(OC[C@H]1O)C1=CC=CC=C1)O)C[C@@H]([C@@H](O)[C@@H]1OC(OC[C@H]1O)C1=CC=CC=C1)O (1R,1'R,2S,2'S)-3,3'-(prop-2-yn-1-ylazanediyl)bis(1-((4R,5R)-5-hydroxy-2-phenyl-1,3-dioxan-4-yl)propane-1,2-diol)